1,2-diaminophenazine NC1=C(C=CC2=NC3=CC=CC=C3N=C12)N